C12CN(CC(CC1)N2)C2=NC(=NC1=C(C(=C(C=C21)C(F)(F)F)C2=CC=C(C1=C2N=C(S1)N)F)F)OCCC=1C=NC=CC1 4-(4-(3,8-diazabicyclo[3.2.1]octan-3-yl)-8-fluoro-2-(2-(pyridin-3-yl)ethoxy)-6-(trifluoromethyl)quinazolin-7-yl)-7-fluorobenzo[d]thiazol-2-amine